C(#N)C=1C=C(C[C@@H](N)C(=O)O)C=CC1 3-cyano-D-phenylalanine